2-((1-((1-Methyl-1H-pyrazol-4-yl)sulfonyl)piperidin-4-yl)amino)pyrimidine-5-carbonitrile CN1N=CC(=C1)S(=O)(=O)N1CCC(CC1)NC1=NC=C(C=N1)C#N